C(#N)C1=CC=NC2=CC=C(C=C12)CC(=O)O 2-(4-Cyanoquinolin-6-yl)acetic acid